C(CCCCCCCCCC(=O)O)(=O)O.OCC(C)(CO)C neopentyl glycol undecanedioate